ClC=1C2=C(N=CN1)SC(=C2)C=2C(NC(NC2)=O)=O 5-(4-chlorothieno[2,3-d]pyrimidin-6-yl)-1H-pyrimidine-2,4-dione